C1[C@@H]([C@H]([C@@H]([C@H]([C@@H]1NC(=O)[C@H](CCN)O)O)O[C@H]2[C@@H]([C@@H]([C@H](O2)CO)O)O)O[C@@H]3[C@@H]([C@H]([C@@H]([C@H](O3)CN)O)O)N)N The molecule is a butirosin that consists of neamine in which is substituted at position 2 by a beta-D-ribofuranosyl and at position 4 by an (S)-2-hydroxy-4-aminobutyryl group. It has a role as an antimicrobial agent. It derives from a neamine. It is a conjugate base of a butirosin B(4+).